3-(4-(difluoromethoxy)phenyl)-3-hydroxypyrrolidine-1-carboxylic acid tert-butyl ester C(C)(C)(C)OC(=O)N1CC(CC1)(O)C1=CC=C(C=C1)OC(F)F